CC1(CC2C(CC1)O2)C(=O)OC2C(C1C(CC2)O1)C 3-methyl-4-epoxycyclohexyl 4-methyl-4-epoxycyclohexyl-carboxylate